2-[6-[(2R,6R)-2,6-bis(hydroxymethyl)morpholin-4-yl]pyridazin-3-yl]-3,5-dimethyl-phenol OC[C@H]1CN(C[C@@H](O1)CO)C1=CC=C(N=N1)C1=C(C=C(C=C1C)C)O